COCC1=CC=C(C=N1)CNC(OC(C)(C)C)=O tert-butyl ((6-(methoxymethyl)pyridin-3-yl)methyl)carbamate